sodium (S)-3-(3-(1-methyl-4-oxido-2-oxo-1,2-dihydropyridin-3-yl)ureido)-3-(2'-methylbiphenyl-4-yl)propanoate CN1C(C(=C(C=C1)[O-])NC(N[C@@H](CC(=O)[O-])C1=CC=C(C=C1)C1=C(C=CC=C1)C)=O)=O.[Na+].[Na+]